OC1=C(C(=O)N)C=CC=C1C(=O)N hydroxyisophthalamide